O1ONC2=C1C=CC(=C2)C(=O)N benzo[1,2,5]dioxazole-5-carboxamide